(2S)-4-[{(1R)-1-[1-Benzyl-4-(2,5-difluorophenyl)-1H-pyrrol-2-yl]-2,2-dimethylpropyl}(glycoloyl)amino]-2-{[(benzyloxy)carbonyl]amino}butanoic acid C(C1=CC=CC=C1)N1C(=CC(=C1)C1=C(C=CC(=C1)F)F)[C@@H](C(C)(C)C)N(CC[C@@H](C(=O)O)NC(=O)OCC1=CC=CC=C1)C(CO)=O